3-(4-nitrophenyl)-1H-pyrazole-5-carboxylic acid methyl ester COC(=O)C1=CC(=NN1)C1=CC=C(C=C1)[N+](=O)[O-]